COC=1C=C(C=CC1)C=1N=NN(C1)CCCCCC1C(=NC=CC1=O)C 5-(4-(3-methoxyphenyl)-1H-1,2,3-triazol-1-yl)pentyl-2-methylpyridin-4-one